(S)-7-((S)-2-methyl-3-(4-(tert-pentyl)phenyl)propyl)-2-thia-7-azaspiro[4.4]nonane 2,2-dioxide C[C@H](CN1C[C@@]2(CCS(C2)(=O)=O)CC1)CC1=CC=C(C=C1)C(C)(C)CC